N(=NC1=C(C(=O)N)C=CC=C1)C1=C(C(=O)N)C=CC=C1 azodibenzoamide